methyl (R)-5-(3,4-difluoro-2-methoxyphenyl)-2-methyl-2-(trifluoromethyl)-3,4-dihydro-2H-pyran-6-carboxylate FC=1C(=C(C=CC1F)C=1CC[C@@](OC1C(=O)OC)(C(F)(F)F)C)OC